BrC=1C(=C(C(=CC1)OCC1=CC=C(C=C1)OC)N1CC(NS1(=O)=O)=O)F 5-[3-bromo-2-fluoro-6-[(4-methoxyphenyl)methoxy]phenyl]-1,1-dioxo-1,2,5-thiadiazolidin-3-one